NC1=NC=2C=C(C(=CC2C2=C1C=NN2C)C(=O)N([C@@H]2CCC1=NC(=CC=C12)C(F)(F)F)C)Cl 4-amino-7-chloro-N,1-dimethyl-N-((5R)-2-(trifluoro-methyl)-6,7-dihydro-5H-cyclopenta[b]-pyridin-5-yl)-1H-pyrazolo[4,3-c]-quinoline-8-carboxamide